2-chloro-6(5H)-phenanthridinone ClC1=CC=2C3=CC=CC=C3C(NC2C=C1)=O